N-((2-acetamidoethyl)sulfonyl)-4-((2S,4S)-4-ethoxy-1-((5-methoxy-7-methyl-1H-indol-4-yl)methyl)piperidin-2-yl)benzamide C(C)(=O)NCCS(=O)(=O)NC(C1=CC=C(C=C1)[C@H]1N(CC[C@@H](C1)OCC)CC1=C2C=CNC2=C(C=C1OC)C)=O